Cl.Cl.N1CCNCC1 PIPERAZINE DIHYDROCHLORIDE